[Al].[Li].[Co].[Ni] nickel cobalt lithium aluminium